[Si](C)(C)(C(C)(C)C)OCC=1C(=NC=CC1)C#N 3-{[(tert-butyldimethylsilyl)oxy]methyl}pyridine-2-carbonitrile